C(C)(C)N1N=C(C=C1C1[C@H]2CC(C[C@@H]12)N1CCOCCC1)C1=CC=C(C=C1)C(F)(F)F 4-((1r,3r,5s,6r)-6-(1-isopropyl-3-(4-(trifluoromethyl)phenyl)-1H-pyrazol-5-yl)bicyclo[3.1.0]hexane-3-yl)-1,4-oxaazepane